NCCCC(=O)N1CCN(CC1)CCCOC=1C=C2C(=NC=NC2=CC1OC)NC1=CC(=C(C=C1)F)Cl 4-amino-1-(4-(3-((4-((3-chloro-4-fluorophenyl)amino)-7-methoxyquinazolin-6-yl)oxy)propyl)piperazin-1-yl)butan-1-one